FC1=C(CN2CC=3N=C(N=C(C3C2)N2C[C@@H](NCC2)CC#N)OC[C@H]2N(CCC2)C)C(=CC=C1)O 2-((S)-4-(6-(2-fluoro-6-hydroxybenzyl)-2-(((S)-1-methylpyrrolidin-2-yl)methoxy)-6,7-dihydro-5H-pyrrolo[3,4-d]pyrimidin-4-yl)piperazin-2-yl)acetonitrile